2-[(1R*,2R*)-2-(5-chloropyridin-2-yl)-2-hydroxy-1-(pyridin-2-yl)ethyl]-6-[5-(difluoromethyl)-1,3,4-oxadiazol-2-yl]-2,3-dihydro-1H-isoindol-1-one ClC=1C=CC(=NC1)[C@@H]([C@@H](C1=NC=CC=C1)N1C(C2=CC(=CC=C2C1)C=1OC(=NN1)C(F)F)=O)O |o1:7,8|